difluorobutenamide FC(=C(C(=O)N)F)C